Ethyl-n-propylphenylsilane C(C)[SiH](C1=CC=CC=C1)CCC